ClC1=C(C(=NC2=C(C=CC(=C12)Cl)C#C[Si](C)(C)C)S(=O)CC1=NOC(=C1)C)C(C(C)C)=O 1-(4,5-dichloro-2-(((5-methylisoxazol-3-yl)methyl)sulfinyl)-8-((trimethylsilyl)ethynyl)quinolin-3-yl)-2-methylpropan-1-one